2,2-bis(4-cyanophenyl)butane C(#N)C1=CC=C(C=C1)C(C)(CC)C1=CC=C(C=C1)C#N